C(C)C(CN(CN1N=NC2=C1C=CC(=C2)C)CC(CCCC)CC)CCCC N,N-bis(2-ethylhexyl)-5-methyl-1h-benzotriazole-1-methylamine